4-(4-chloro-2-methylpyridin-3-yl)-3-fluoroaniline tert-Butyl-(4-(4-chloro-2-methylpyridin-3-yl)-3-fluorophenyl)carbamate C(C)(C)(C)N(C(O)=O)C1=CC(=C(C=C1)C=1C(=NC=CC1Cl)C)F.ClC1=C(C(=NC=C1)C)C1=C(C=C(N)C=C1)F